O=C1NC(CCC1N1N=C(C2=CC(=CC=C12)C1CCN(CC1)CC(=O)OC(C)(C)C)C)=O tert-butyl 2-[4-[1-(2,6-dioxo-3-piperidyl)-3-methyl-indazol-5-yl]-1-piperidyl]acetate